(2S,4S)-4-methoxypyrrolidine CO[C@H]1CCNC1